FC(C1=CC(=NC=C1)C(C(=O)NC(=S)NCC)C1=C(C=CC=C1)F)F 2-(4-(difluoromethyl)pyridin-2-yl)-N-(ethylaminothiocarbonyl)-2-(2-fluorophenyl)acetamide